C(C)OC1=C(C(=C(C=C1)C1=CC=C(C=C1)[C@@H]1CC[C@H](CC1)CCC)F)F 4-ethoxy-2,3-difluoro-4'-(trans-4-propylcyclohexyl)biphenyl